methyl 2-(4-bromo-1H-pyrazol-1-yl)-2-methylpropanoate BrC=1C=NN(C1)C(C(=O)OC)(C)C